C[C@H](CC=O)CCCC (S)-3-methylheptanal